[Si](C)(C)(C(C)(C)C)OC=1C=C(C=CC1)C=1C=NC(=C(C#N)C1)NC1=CC(=CC(=C1)C)C 5-(3-((tert-butyldimethylsilyl)oxy)phenyl)-2-((3,5-dimethylphenyl)amino)nicotinonitrile